C1(=CC=CC=C1)C1=NC(=NC(=N1)C1=CC(=CC=C1)C=1C=CC2=C(C1)[Si]1(C3=C(SC4=C1C=CC=C4)C=CC=C3)C3=C2C=CC=C3)C=3C=C(C=CC3)C3=CC=C(C=C3)C#N 3'-(4-phenyl-6-(3-(spiro[dibenzo[b,d]silole-5,10'-dibenzo[b,e][1,4]thiasilin]-3-yl)phenyl)-1,3,5-triazin-2-yl)-[1,1'-biphenyl]-4-carbonitrile